C(C)(=O)OC=CCCCCCCCCC=CCC 11-tetradeceneenol acetate